2-(3-(3-(fluoro(4-methyl-1H-pyrazol-5-yl)methyl)oxetan-3-yl)phenyl)-6-(((S)-2-isopropyl-4-methylpiperazin-1-yl)methyl)-4-(trifluoromethyl)isoindolin-1-one FC(C1(COC1)C=1C=C(C=CC1)N1C(C2=CC(=CC(=C2C1)C(F)(F)F)CN1[C@H](CN(CC1)C)C(C)C)=O)C1=C(C=NN1)C